OC[C@H](NC(C1=C(C=CC=C1)O)=O)[C@H]1CC[C@@H](N1C)C(=O)OC(C)(C)C tert-butyl (2R,5R)-5-[(1R)-2-hydroxy-1-[(2-hydroxybenzoyl)amino]ethyl]-1-methyl-pyrrolidine-2-carboxylate